C(=O)(C(=C)C)N methacryl-amine